Cl.FC1=C(CN)C=CC(=C1C)C(F)(F)F 2-fluoro-3-methyl-4-(trifluoromethyl)benzylamine hydrochloride